(S)-(4-(4-fluorobenzo[d]thiazol-2-yl)-6,7-dihydro-1H-imidazo[4,5-c]pyridin-5(4H)-yl)(5-(5-methylpyridin-2-yl)-1,3,4-oxadiazol-2-yl)methanone FC1=CC=CC2=C1N=C(S2)[C@H]2N(CCC1=C2N=CN1)C(=O)C=1OC(=NN1)C1=NC=C(C=C1)C